4-((3-(2,2,2-trifluoroethoxy)-4-fluorophenyl)amino)-6-acetylamino-1H-indole-2-carboxylic acid ethyl ester C(C)OC(=O)C=1NC2=CC(=CC(=C2C1)NC1=CC(=C(C=C1)F)OCC(F)(F)F)NC(C)=O